(R)-3-(1-(cyanomethyl)piperidin-3-yl)azetidine-1-carboxylic acid tert-butyl ester C(C)(C)(C)OC(=O)N1CC(C1)[C@@H]1CN(CCC1)CC#N